FC(CN1C(C(=CC(=C1)[N+](=O)[O-])F)=O)F 1-(2,2-Difluoroethyl)-3-fluoro-5-nitropyridin-2(1H)-one